C1C(CC2=CC=CC=C12)CNC(=O)C1CCCCC1 N-((2,3-dihydro-1H-inden-2-yl)methyl)cyclohexane-1-carboxamide